4-(6,7-dimethoxyquinolin-4-yloxy)aniline Tert-Butyl-3-(1,1-Dicyanobut-3-Yn-1-Yl)-8-Azabicyclo[3.2.1]Oct-2-Ene-8-Carboxylate C(C)(C)(C)OC(=O)N1C2C=C(CC1CC2)C(CC#C)(C#N)C#N.COC=2C=C1C(=CC=NC1=CC2OC)OC2=CC=C(N)C=C2